[P].[Cr] chromium phosphorus